(S)-(4-(4-(3,5-dimethyl-1H-1,2,4-triazol-1-yl)-5-fluoropyrimidin-2-yl)piperazin-1-yl)(5-(2,3,5-trifluorophenyl)-4,5-dihydro-1H-pyrazol-1-yl)methanone CC1=NN(C(=N1)C)C1=NC(=NC=C1F)N1CCN(CC1)C(=O)N1N=CC[C@H]1C1=C(C(=CC(=C1)F)F)F